(5-chloro-6,7-difluoro-1H-indol-2-yl)((3aS,6aS)-hexahydropyrrolo[3,4-b]pyrrol-1(2H)-yl)methanone ClC=1C=C2C=C(NC2=C(C1F)F)C(=O)N1[C@H]2[C@@H](CC1)CNC2